2,5-Dioxopyrrolidin-1-yl ((allyloxy)carbonyl)-L-valinate C(C=C)OC(=O)N[C@@H](C(C)C)C(=O)ON1C(CCC1=O)=O